2-((2R,6S)-2,6-dimethylpiperazin-1-yl)-N-(4-(2,6-dioxopiperidin-3-yl)phenyl)acetamide hydrobromide Br.C[C@H]1N([C@H](CNC1)C)CC(=O)NC1=CC=C(C=C1)C1C(NC(CC1)=O)=O